IC=1C2=C(C(N(C1)C1CCN(CC1)S(=O)(=O)C)=O)C=NN2COCC[Si](C)(C)C 7-iodo-5-(1-(methylsulfonyl)piperidin-4-yl)-1-((2-(trimethylsilyl)ethoxy)methyl)-1,5-dihydro-4H-pyrazolo[4,3-c]pyridin-4-one